ethyl 2-[5-bromo-7-(1-hydroxy-2-methyl-propyl)-4-oxo-pyrrolo[2,1-f][1,2,4]triazin-3-yl]acetate BrC=1C=C(N2N=CN(C(C21)=O)CC(=O)OCC)C(C(C)C)O